(2S,4r)-1-[(2S)-2-[4-[(1-cyanocyclohexyl)methyl]triazol-1-yl]-3,3-dimethyl-butyryl]-4-hydroxy-N-methyl-pyrrolidine-2-carboxamide C(#N)C1(CCCCC1)CC=1N=NN(C1)[C@H](C(=O)N1[C@@H](C[C@H](C1)O)C(=O)NC)C(C)(C)C